(1s,4S)-4-(3-chloroanilino)-2'-{(2R)-3-[(1H-indol-4-yl)oxy]-2-methylpropyl}-2',3'-dihydrospiro[cyclohexane-1,1'-isoindole]-4-carboxylic acid ClC=1C=C(NC2(CCC3(N(CC4=CC=CC=C34)C[C@H](COC3=C4C=CNC4=CC=C3)C)CC2)C(=O)O)C=CC1